N-(2,3-dihydro-1H-inden-2-yl)-6,7-dihydro-5H-pyrrolo[3,4-d]pyrimidin-2-amine C1C(CC2=CC=CC=C12)NC=1N=CC2=C(N1)CNC2